C(C)(C)(C)C=1SC2=C(N1)C(CC1(CCN(CC1)C(=O)C=1C=C3C(=NN(C3=C(C1)OCC)C)C)C2)=O 2-(tert-butyl)-1'-(7-ethoxy-1,3-dimethyl-1H-indazole-5-carbonyl)-5H-spiro[benzo[d]thiazol-6,4'-piperidin]-4(7H)-one